C(C)(C)(C)[C@@H]1CC=2C=C3C(=NC2CC1)SC(=N3)C(=O)N[C@H](CCO)C=3C=NC(=CC3)NS(N(C)C)(=O)=O (S)-7-(tert-butyl)-N-((R)-1-(6-((N,N-dimethylsulfamoyl)amino)pyridin-3-yl)-3-hydroxypropyl)-5,6,7,8-tetrahydrothiazolo[5,4-b]quinoline-2-carboxamide